CC1=NC=CC(=C1)C1=NC(=C(C=C1)OC[C@](CC(C)C)(N)C)C (S)-1-((2',6-dimethyl-[2,4'-bipyridin]-5-yl)oxy)-2,4-dimethylpentan-2-amine